2,3,4-trimethylbiphenyl CC1=C(C=CC(=C1C)C)C1=CC=CC=C1